BrC1=C(C=CC=C1)[C@H](CCC1OCCCO1)N[S@@](=O)C(C)(C)C (S)-N-[(1S)-1-(2-bromophenyl)-3-(1,3-dioxan-2-yl)propyl]-2-methylpropane-2-sulfinamide